C(CCC)S(=O)(=O)C=1C=CC2=C(C(=C(O2)C(=O)O)C)C1 5-(n-Butylsulfonyl)-3-methylbenzofuran-2-carboxylic acid